C(C)OCC(=O)N(C1=NC=C(N=C1)C=1C=NN(C1)C)[C@@H]1CC[C@H](CC1)NC1=NC=C(C(=N1)C=1C=NC=C(C1)S(=O)(=O)C)C(F)(F)F 2-ethoxy-N-(trans-4-((4-(5-(methanesulfonyl)pyridin-3-yl)-5-(trifluoromethyl)pyrimidin-2-yl)amino)cyclohexyl)-N-(5-(1-methyl-1H-pyrazol-4-yl)pyrazin-2-yl)acetamide